methyl 3-bromo-1-[[2-(trimethylsilyl)ethoxy]methyl]indole-7-carboxylate BrC1=CN(C2=C(C=CC=C12)C(=O)OC)COCC[Si](C)(C)C